1-phenyl-2-triethylsilyl-acetylene C1(=CC=CC=C1)C#C[Si](CC)(CC)CC